CN1C(C=C(C=C1)[C@@H]1CNC2(CC2)C1)=O (R)-1-methyl-4-(4-azaspiro[2.4]heptan-6-yl)pyridin-2(1H)-one